1,1,1,4,4,5,5,5-octafluoro-2-(trifluoromethyl)-2-pentene FC(C(=CC(C(F)(F)F)(F)F)C(F)(F)F)(F)F